7-fluoro-6-(4,4,5,5-tetramethyl-1,3,2-dioxaborolan-2-yl)benzo[d]oxazol-2(3H)-one FC1=C(C=CC=2NC(OC21)=O)B2OC(C(O2)(C)C)(C)C